NC12CC(C1)(C2)NC=2C(=CN(C(C2)=O)C21CC(C2)C1)C(=O)N[C@H](C)C1=C(C(=CC=C1)C(F)F)F (R)-4-((3-aminobicyclo[1.1.1]pent-1-yl)amino)-1-(bicyclo[1.1.1]pent-1-yl)-N-(1-(3-(difluoromethyl)-2-fluorophenyl)ethyl)-6-oxo-1,6-dihydropyridine-3-carboxamide